(R)-(5-(1-(difluoromethyl)-1H-pyrazol-4-yl)-1,3,4-oxadiazol-2-yl)(4-(7-(difluoromethyl)pyrazolo[1,5-a]pyridin-2-yl)-6,7-dihydro-1H-imidazo[4,5-c]pyridin-5(4H)-yl)methanone FC(N1N=CC(=C1)C1=NN=C(O1)C(=O)N1[C@H](C2=C(CC1)NC=N2)C2=NN1C(C=CC=C1C(F)F)=C2)F